N-((2-(6-(8-amino-5-azaspiro[2.5]octan-5-yl)pyridin-2-yl)-1,6-naphthyridin-7-yl)methyl)-4-methyl-3-(methylsulfonyl)benzamide NC1CCN(CC12CC2)C2=CC=CC(=N2)C2=NC1=CC(=NC=C1C=C2)CNC(C2=CC(=C(C=C2)C)S(=O)(=O)C)=O